N[C@@H](CCSC)C(=O)N methionyl-amine